6-((3,5-difluoro-4-((2-methylpyridin-4-yl)oxy)benzyl)oxy)-10,10a-dihydro-1H-oxazolo[3',4':3,4]imidazo[1,2-c]pyrimidin-8(3H)-one FC=1C=C(COC=2C=C3N(C(N2)=O)CC2N3COC2)C=C(C1OC1=CC(=NC=C1)C)F